[3-(4-AMINOCINNOLIN-7-YL)-4-(OXOLAN-2-YLMETHOXY)PHENYL]BORONIC ACID FORMIC ACID SALT C(=O)O.NC1=CN=NC2=CC(=CC=C12)C=1C=C(C=CC1OCC1OCCC1)B(O)O